2,6-di-t-butyl-4-(dimethylaminomethyl)phenol C(C)(C)(C)C1=C(C(=CC(=C1)CN(C)C)C(C)(C)C)O